(1S,2'S,4R,6'S)-7-chloro-2'-methyl-6'-(1-methyl-1H-1,2,3-triazol-4-yl)spiro[isochromane-1,4'-piperidin]-4-ol ClC1=CC=C2[C@H](CO[C@]3(C[C@@H](N[C@@H](C3)C=3N=NN(C3)C)C)C2=C1)O